NC1=C2C(=NC=N1)N(N=C2C=2C(=C1CCN(C1=CC2)C(CC2=CC(=C(C=C2)F)C(F)(F)F)=O)F)C(C)C 1-(5-(4-amino-1-isoprop-yl-1H-pyrazolo[3,4-d]-pyrimidin-3-yl)-4-fluoro-indolin-1-yl)-2-(4-fluoro-3-(trifluoromethyl)phenyl)ethan-1-one